(S)-3-(6-bromo-3,4-dihydroquinolin-1(2H)-yl)-N-(4-cyano-3-(trifluoromethyl)phenyl)-2-hydroxy-2-methylpropanamide BrC=1C=C2CCCN(C2=CC1)C[C@](C(=O)NC1=CC(=C(C=C1)C#N)C(F)(F)F)(C)O